N-Cbzproline ethyl-4-(6-(bis(2-methoxyethyl)amino)-4,8-bis(4-methoxypiperidin-1-yl)pyrimido[5,4-d]pyrimidin-2-yl)piperazine-1-carboxylate C(C)C1N(CCN(C1)C=1N=C(C2=C(N1)C(=NC(=N2)N(CCOC)CCOC)N2CCC(CC2)OC)N2CCC(CC2)OC)C(=O)O.C(=O)(OCC2=CC=CC=C2)N2[C@@H](CCC2)C(=O)O